(6-bromobiphenyl-3-yl)-(biphenyl-4-yl)-(9,9-dimethylfluoren-2-yl)amine BrC1=CC=C(C=C1C1=CC=CC=C1)N(C1=CC=2C(C3=CC=CC=C3C2C=C1)(C)C)C1=CC=C(C=C1)C1=CC=CC=C1